(2S)-2-hydroxy-3-[6-(oxacyclohex-4-yl) pyridin-3-yl]Benzyl propionate C(CC)(=O)OCC1=C(C(=CC=C1)C=1C=NC(=CC1)C1CCOCC1)O